1-[3-(5-{[(5-Chlorothiophen-2-yl)methyl]amino}-1H-pyrazol-3-yl)azetidin-1-yl]-2,2-dimethylpropan-1-on ClC1=CC=C(S1)CNC1=CC(=NN1)C1CN(C1)C(C(C)(C)C)=O